(E)-N-(2-cyano-4-(1-methyl-7-(1-methyl-6-(trifluoromethyl)-1H-benzo[d]imidazol-5-yl)-1H-indole-3-carbonyl)phenyl)-4-(((1r,4r)-4-methoxycyclohexyl)amino)but-2-enamide C(#N)C1=C(C=CC(=C1)C(=O)C1=CN(C2=C(C=CC=C12)C1=CC2=C(N(C=N2)C)C=C1C(F)(F)F)C)NC(\C=C\CNC1CCC(CC1)OC)=O